C(C)(C)(C)OC(=O)C1C2C=CC(C1C(=O)OC(C)(C)C)C2 5,6-di(t-butoxycarbonyl)bicyclo[2.2.1]Hept-2-ene